C1C=CC2=CC(=CC=C12)C(O)C=1N=CN(C1)C(C1=CC=CC=C1)(C1=CC=CC=C1)C1=CC=CC=C1 inden-5-yl[1-(trityl)imidazol-4-yl]methanol